N-hydroxy-N-(5-(1-(methoxyimino)ethyl)-1,3-dimethyl-2,4,6-trioxohexahydropyrimidin-5-yl)acetamide ON(C(C)=O)C1(C(N(C(N(C1=O)C)=O)C)=O)C(C)=NOC